C(C)C=1N=C(C(=NC1CC)C(=O)N)NC1=CC(=CC=C1)[C@H](CNC(CNC)=O)C (R)-5,6-diethyl-3-((3-(1-(2-(methylamino)acetamido)propan-2-yl)phenyl)amino)pyrazine-2-carboxamide